(2R)-2-[[(2R)-2-[[(2S)-2-(azepane-1-carbonylamino)-4-methylpentanoyl]amino]-3-(1-formylindol-3-yl)propanoyl]amino]-3-(1H-indol-3-yl)propanoic acid N1(CCCCCC1)C(=O)N[C@H](C(=O)N[C@@H](C(=O)N[C@@H](C(=O)O)CC1=CNC2=CC=CC=C12)CC1=CN(C2=CC=CC=C12)C=O)CC(C)C